5-((5-(5-(trifluoromethoxy)pyridin-2-yl)oxazol-2-yl)amino)picolinonitrile FC(OC=1C=CC(=NC1)C1=CN=C(O1)NC=1C=CC(=NC1)C#N)(F)F